C(C)(C)(C)OC(CN(C(CCC(=O)O)=O)C1CCN(CC1)C(=O)OC(C)(C)C)=O 4-((2-(tert-butoxy)-2-oxoethyl)(1-(tert-butoxycarbonyl)piperidin-4-yl)amino)-4-oxobutanoic acid